[N+](=O)([O-])C1=CC=C2C(C=C(OC2=C1)C1=CC=CC=C1)P(=O)(OC1=CC=CC=C1)OC1=CC=CC=C1 7-nitro-2-phenyl-4-(diphenylphosphono)-4H-chromene